O1C(COCC1)COC1=NC(N2C(C3=CC=C(C=C3CC2)C#CC2(CCCC2)O)=C1)=O 2-([1,4]Dioxan-2-ylmethoxy)-9-(1-hydroxy-cyclopentylethynyl)-6,7-dihydro-pyrimido[6,1-a]isoquinolin-4-one